FC1(CCN(CC1)C(CCCCCC(=O)NC1=CC=C(C=C1)N1C(NC(CC1)=O)=O)=O)F 7-(4,4-difluoropiperidin-1-yl)-N-(4-(2,4-dioxotetrahydropyrimidin-1(2H)-yl)phenyl)-7-oxoheptanamide